C(C=C)(=O)N1CCC(CC1)OC=1C=C2C(=NC1)NC=C2C(=O)NCC2CC2 5-[(1-acryloylpiperidin-4-yl)oxy]-N-(cyclopropylmethyl)-1H-pyrrolo[2,3-b]pyridine-3-carboxamide